C1(CCCCC1)[C@@H](C(=O)NC=1C=C2CC(CC2=CC1)(C(NC)=O)N1CC2(CC(C2)(F)F)CNC1=O)NC(=O)C1=CC=NN1C N-((1S)-1-cyclohexyl-2-((2-(2,2-difluoro-7-oxo-6,8-diazaspiro[3.5]nonan-6-yl)-2-(methylcarbamoyl)-2,3-dihydro-1H-inden-5-yl)amino)-2-oxoethyl)-1-methyl-1H-pyrazole-5-carboxamide